C(C)C1(CC(=NO1)C1=NC=CN=C1)C(=O)N[C@@H](CC(C)C)B(O)O ((1R)-1-(5-ethyl-3-(pyrazin-2-yl)-4,5-dihydroisoxazole-5-carboxamido)-3-methylbutyl)boronic acid